C1(=CC=CC=C1)COC1=CC=C(C=C1)Br 1-(Phenylmethoxy)-4-bromobenzene